3-[2-hydroxy-5-nitrobenzylthio]propionic acid OC1=C(CSCCC(=O)O)C=C(C=C1)[N+](=O)[O-]